4-[2-({4-[(1-acetylpiperidin-3-yl)carbonyl]piperazin-1-yl}carbonyl)-1-benzofuran-7-yl]-2,3-dihydroisoindol-1-one C(C)(=O)N1CC(CCC1)C(=O)N1CCN(CC1)C(=O)C=1OC2=C(C1)C=CC=C2C2=C1CNC(C1=CC=C2)=O